ClC1=CC=C(CN2[C@]3(CCN(C3)C(=O)NCCOC)C(N(CC2=O)C(C)C)=O)C=C1 (S)-6-(4-chlorobenzyl)-9-isopropyl-N-(2-methoxyethyl)-7,10-dioxo-2,6,9-triazaspiro[4.5]decane-2-carboxamide